CC1(CNCC1)C(=O)N(CC(NC=1C=C2C[C@]3(C(NC4=NC=CC=C43)=O)CC2=CC1)=O)CC1=C(C=CC=C1)CNC 3-methyl-N-(2-((methylamino)methyl)benzyl)-N-(2-oxo-2-(((R)-2'-oxo-1,1',2',3-tetrahydrospiro[indene-2,3'-pyrrolo[2,3-b]pyridin]-5-yl)amino)ethyl)pyrrolidine-3-carboxamide